4-(6-((3,3-Difluorocyclobutyl)carbamoyl)pyridin-3-yl)piperazine-1-carboxylic acid tert-butyl ester C(C)(C)(C)OC(=O)N1CCN(CC1)C=1C=NC(=CC1)C(NC1CC(C1)(F)F)=O